C(C)(C)(C)C=1C=C(C(=O)OCCCCCCCCCCCCCCCC)C=C(C1O)C(C)(C)C n-hexadecyl 3,5-di-t-butyl-4-hydroxybenzoate